ClC=1N=CC2=C(N(C(OC2(C)C)=O)CC2=CC(=C(C=C2)C=2N(C=C(N2)C(F)(F)F)C)F)N1 7-Chloro-1-(3-fluoro-4-(1-methyl-4-(trifluoromethyl)-1H-imidazol-2-yl)benzyl)-4,4-dimethyl-1,4-Dihydro-2H-pyrimido[4,5-d][1,3]oxazin-2-one